3-(difluoromethyl)-4-(6-(2,5-difluorophenyl)-6-(1-methyl-2-oxo-1,2-dihydropyridin-3-yl)hex-1,3-diyn-1-yl)pyrazolo[1,5-a]pyridine-5-carboxylic acid methyl ester COC(=O)C1=C(C=2N(C=C1)N=CC2C(F)F)C#CC#CCC(C=2C(N(C=CC2)C)=O)C2=C(C=CC(=C2)F)F